2-(3-bromo-4-fluorophenyl)-N-(cyclobutylmethyl)acetamide BrC=1C=C(C=CC1F)CC(=O)NCC1CCC1